butyl-di-(1-heptyl)phosphine C(CCC)P(CCCCCCC)CCCCCCC